ClC=1N=C(N2N=C(N=CC21)N[C@@H]2[C@@H](CN(CC2)C(=O)OC(C)(C)C)F)CC(C)C tert-butyl (3R,4S)-4-{[5-chloro-7-(2-methylpropyl)imidazo[4,3-f][1,2,4]triazin-2-yl]amino}-3-fluoropiperidine-1-carboxylate